The molecule is a 1,3,5-triazine which is substituted by (2-hydroxy-2-methylpropyl)nitrilo, 6-(trifluoromethyl)pyridin-2-yl and [2-(trifluoromethyl)pyridin-4-yl]nitrilo groups at positions 2,4 and 6, respectively. It is an isocitrate dehydrogenase-2 (IDH2) inhibitor which has been approved for the treatment of adults with relapsed or refractory acute myeloid leukaemia (AML). It has a role as an antineoplastic agent and an EC 1.1.1.42 (isocitrate dehydrogenase) inhibitor. It is an aminopyridine, an organofluorine compound, a secondary amino compound, a tertiary alcohol, a member of 1,3,5-triazines and an aromatic amine. CC(C)(CNC1=NC(=NC(=N1)C2=NC(=CC=C2)C(F)(F)F)NC3=CC(=NC=C3)C(F)(F)F)O